3-(2-(4-((2-(2-([1,3'-biazetidin]-3-yl)-2,7-diazaspiro[3.5]nonan-7-yl)pyrimidin-4-yl)methoxy)phenyl)propan-2-yl)-5-chlorobenzonitrile trifluoroacetate FC(C(=O)O)(F)F.N1(CC(C1)N1CC2(C1)CCN(CC2)C2=NC=CC(=N2)COC2=CC=C(C=C2)C(C)(C)C=2C=C(C#N)C=C(C2)Cl)C2CNC2